(2R)-7-azabicyclo[2.2.1]heptan-2-ol C12[C@@H](CC(CC1)N2)O